OC1=C(C=CC(=C1)N(C1CCNCC1)C)C1=NC=C(C=N1)C=1C=NC(NC1)=O 2'-(2-hydroxy-4-(methyl(piperidin-4-yl)-amino)phenyl)[5,5'-bipyrimidin]-2(1H)-one